2-amino-4-methoxy-1-methyl-1H-benzo[d]imidazole-7-carbonitrile NC1=NC2=C(N1C)C(=CC=C2OC)C#N